8-[{4-(trifluoromethyl)phenyl}amino]quinoline-5-carbonitrile FC(C1=CC=C(C=C1)NC1=CC=C(C=2C=CC=NC12)C#N)(F)F